(13S)-13-{[(tert-butoxy)carbonyl]Amino}-9-methyl-8-oxo-2,3,7,15-tetraazatricyclo[12.3.1.02,6]Octadeca-1(18),3,5,14,16-pentaene-4-carboxylic acid ethyl ester C(C)OC(=O)C1=NN2C=3C=CN=C([C@H](CCCC(C(NC2=C1)=O)C)NC(=O)OC(C)(C)C)C3